Ethyl ((naphthalen-1-yloxy)(4-nitrophenoxy)phosphoryl)-L-alaninate C1(=CC=CC2=CC=CC=C12)OP(=O)(OC1=CC=C(C=C1)[N+](=O)[O-])N[C@@H](C)C(=O)OCC